N-(5-((5-chloro-4-((1-(methylsulfonyl)-1,2,3,4-tetrahydroquinolin-8-yl)amino)pyrimidin-2-yl)amino)-2-(4-(dimethylamino)piperidin-1-yl)-4-methoxyphenyl)acrylamide ClC=1C(=NC(=NC1)NC=1C(=CC(=C(C1)NC(C=C)=O)N1CCC(CC1)N(C)C)OC)NC=1C=CC=C2CCCN(C12)S(=O)(=O)C